TRIMETHYL-BENZENE TRIISOCYANATE [N-]=C=O.[N-]=C=O.[N-]=C=O.CC=1C(=C(C=CC1)C)C